FC1=CC(=C(C=C1)C=1C=CC=2N(C1)C(=NN2)CN(C(OC(C)(C)C)=O)C)O tert-butyl ((6-(4-fluoro-2-hydroxyphenyl)-[1,2,4]triazolo[4,3-a]pyridin-3-yl)methyl)(methyl)carbamate